N1=CN=C(C2=C1NC=C2)C=2C=NN(C2)C2(CC1C(CN(C1)C(C1=CC=C(C=C1)OC(F)(F)F)=O)C2)CC#N 2-(5-(4-(7H-pyrrolo[2,3-d]pyrimidin-4-yl)-1H-pyrazol-1-yl)-2-(4-(trifluoromethoxy)benzoyl)octahydrocyclopenta[c]pyrrol-5-yl)acetonitrile